BrC=1C=C2C(=CC=NC2=C(C1)F)Cl 6-Bromo-4-chloro-8-fluoroquinoline